CC1=C(C=2C(C3=CC=CC=C3OC2C=C1)=O)C dimethyl-xanthone